C1=C(C(=O)NC(=O)N1[C@H]2[C@@H]([C@@H]([C@H](O2)COP(=O)(O)O)O)O)Br The molecule is a pyrimidine ribonucleoside 5'-monophosphate having 5-bromouracil as the pyrimidine component. It is a pyrimidine ribonucleoside 5'-monophosphate and an organobromine compound. It derives from a uridine 5'-monophosphate.